C1(CC1)C=1OC=C(N1)C=1C=C(N)C=CC1 3-(2-Cyclopropyloxazol-4-yl)aniline